2-ethoxy-N-(1-(1-methoxyisoquinolin-4-yl)ethyl)ethan-1-amine C(C)OCCNC(C)C1=CN=C(C2=CC=CC=C12)OC